(2R)-2-amino-3-(3-(1,2-dimethylcyclopropyl)-5-fluorobenzamido)propanoic acid N[C@@H](C(=O)O)CNC(C1=CC(=CC(=C1)F)C1(C(C1)C)C)=O